BrC1=C(C=C(C(=O)N2CC=3NC(N(C(C3C[C@H]2C)=O)C2=CC3=C(N(C=N3)C)C=C2)=S)C=C1)C(F)(F)F (R)-7-(4-bromo-3-(trifluoromethyl)benzoyl)-6-methyl-3-(1-methyl-1H-benzo[d]imidazol-5-yl)-2-thioxo-2,3,5,6,7,8-hexahydropyrido[3,4-d]pyrimidin-4(1H)-one